(S)-2-(3-bromothiophen-2-yl)pyrrolid BrC1=C(SC=C1)C=1[N-]C=CC1